The molecule is a 3-oxo-fatty acyl-CoA(4-) obtained by deprotonation of the phosphate and diphosphate OH groups of (7Z,10Z,13Z,16Z)-3-oxodocosatetraenoyl-CoA. It is a conjugate base of a (7Z,10Z,13Z,16Z)-3-oxodocosatetraenoyl-CoA. CCCCC/C=C\\C/C=C\\C/C=C\\C/C=C\\CCCC(=O)CC(=O)SCCNC(=O)CCNC(=O)[C@@H](C(C)(C)COP(=O)([O-])OP(=O)([O-])OC[C@@H]1[C@H]([C@H]([C@@H](O1)N2C=NC3=C(N=CN=C32)N)O)OP(=O)([O-])[O-])O